FC(C1=C(C=NN1)CC1CC2(CNC2)C1)(F)F 6-[[5-(trifluoromethyl)-1H-pyrazol-4-yl]methyl]-2-azaspiro[3.3]heptane